N1N=CC2=CC(=CC=C12)NC1=NC(=NC=C1)C1=CC=C2C=C(NC2=C1)C(=O)NC1CN(CCC1)C1=CC=NC=C1 6-(4-((1H-indazol-5-yl)amino)pyrimidin-2-yl)-N-(1-(pyridin-4-yl)piperidin-3-yl)-1H-indole-2-carboxamide